N-[8-amino-6-(2,4-dimethyl-3-pyridyl)-2,7-naphthyridin-3-yl]-2-fluoro-cyclopropanecarboxamide NC=1N=C(C=C2C=C(N=CC12)NC(=O)C1C(C1)F)C=1C(=NC=CC1C)C